C(CC#C)C1=C2CCN(CC2=CC=C1)C(=O)OC(C)(C)C tert-Butyl 5-(but-3-yn-1-yl)-3,4-dihydroisoquinoline-2(1H)-carboxylate